CC(C(=O)OC)(CCCCBr)C methyl 2,2-dimethyl-6-bromohexanoate